3-[5-benzyloxy-1-(4-fluoro-3-methyl-phenyl)-2-isopropyl-indol-3-yl]cyclobutene-carbonitrile C(C1=CC=CC=C1)OC=1C=C2C(=C(N(C2=CC1)C1=CC(=C(C=C1)F)C)C(C)C)C1C=C(C1)C#N